CN(C)CCCC=1C(=C(C=CC1)C1=C2C=CC(C(=C3C=CC(=C(C=4C=CC(=C(C5=CC=C1N5)C5=C(C(=CC=C5)CCCN(C)C)NC(C(=C)C)=O)N4)C4=C(C(=CC=C4)CCCN(C)C)NC(C(=C)C)=O)N3)C3=C(C(=CC=C3)CCCN(C)C)NC(C(=C)C)=O)=N2)NC(C(=C)C)=O tetra(dimethylaminopropyl-methacrylamidophenyl)porphine